5-fluoroisoindoline-HCl Cl.FC=1C=C2CNCC2=CC1